N-benzyl-alpha-(4-bromophenyl)nitrone C(C1=CC=CC=C1)[N+](=CC1=CC=C(C=C1)Br)[O-]